ClC1=NC=C(C(=C1)C1=C(C=NC(=C1)C)C(=O)NC=1SC=2N=C(N=CC2N1)NC1CCC1)OC 2'-chloro-N-[5-(cyclobutylamino)-[1,3]thiazolo[5,4-d]pyrimidin-2-yl]-5'-methoxy-6-methyl-[4,4'-bipyridine]-3-carboxamide